C(C1=CC=CC=C1)[C@@H]1N(C[C@@H](C1)O)C([C@H](C(C)C)N1N=NC(=C1)C1CC1)=O benzyl-(2S,4R)-1-((S)-2-(4-cyclopropyl-1H-1,2,3-triazol-1-yl)-3-methylbutanoyl)-4-hydroxypyrrolidine